Phenyl-palladium C1(=CC=CC=C1)[Pd]